8-methoxy-6-(4,4,5,5-tetramethyl-1,3,2-dioxaborolan-2-yl)-4-((2-(trimethylsilyl)ethoxy)methoxy)quinazoline COC=1C=C(C=C2C(=NC=NC12)OCOCC[Si](C)(C)C)B1OC(C(O1)(C)C)(C)C